C(C)OC(=O)C1=NN(C=C1)C1=CC=CC=C1 1-phenyl-1H-pyrazole-3-carboxylic acid ethyl ester